BrCC(=O)NC1=C(C(=C(C(=C1)F)Br)F)CC=C 2-Bromo-N-[4-Bromo-3,5-difluoro-2-(allyl)phenyl]acetamide